3-(6-(3,3-difluoro-4-(hydroxymethyl)piperidin-1-yl)-1-oxoisoindolin-2-yl)piperidine-2,6-dione FC1(CN(CCC1CO)C1=CC=C2CN(C(C2=C1)=O)C1C(NC(CC1)=O)=O)F